3-(3-{4-[(3R,4S)-3-fluoro-1-methyl-4-piperidylamino]-1-(2,2,2-trifluoroethyl)-2-indolyl}-2-propynylamino)-4-anisamide F[C@@H]1CN(CC[C@@H]1NC1=C2C=C(N(C2=CC=C1)CC(F)(F)F)C#CCNC=1C=C(C(=O)N)C=CC1OC)C